C1(CC1)C1=CC(=CNC1=O)CC=O 5-cyclopropyl-6-oxo-3-(2-oxoethyl)pyridine